N-((5-(tert-butyl)-2-methoxyphenyl)sulfonyl)-5-(pyridin-2-yl)-2-naphthamide C(C)(C)(C)C=1C=CC(=C(C1)S(=O)(=O)NC(=O)C1=CC2=CC=CC(=C2C=C1)C1=NC=CC=C1)OC